3-(4-chlorophenyl)-N-((4-cyanophenyl)sulfonyl)-4-phenyl-4,5-dihydro-1H-pyrazole-1-carboxamide ClC1=CC=C(C=C1)C1=NN(CC1C1=CC=CC=C1)C(=O)NS(=O)(=O)C1=CC=C(C=C1)C#N